O=C1NC(CCC1C1=NN(C2=C(C(=CC=C12)C1CCN(CC1)CC1CCC2(CCN(CC2)C(=O)OC(C)(C)C)CC1)F)C)=O tert-butyl 9-((4-(3-(2,6-dioxopiperidin-3-yl)-7-fluoro-1-methyl-1H-indazol-6-yl)piperidin-1-yl)methyl)-3-azaspiro[5.5]undecane-3-carboxylate